CN1CC(CC1)OC=1C=C2C(=NC1)NC(N2C2CCN(CC2)C(C2=CC=C(C=C2)OC(F)(F)F)=O)=O 6-(1-methylpyrrolidin-3-yl)oxy-1-[1-[4-(trifluoromethoxy)benzoyl]-4-piperidyl]-3H-imidazo[4,5-b]pyridin-2-one